N-(4-amino-5-(6-oxo-1,6-dihydropyridazin-3-yl)pyridin-2-yl)acetamide hydrochloride Cl.NC1=CC(=NC=C1C1=NNC(C=C1)=O)NC(C)=O